FCC1=CC=C(OC2=CC(=C(C=C2)OC)[N+](=O)[O-])C=C1 4-(4-(fluoromethyl)phenoxy)-1-methoxy-2-nitrobenzene